C(C)(C)(C)OC(=O)N1C[C@@H](N(CC1)C(C1=CC=C(C=C1)F)C1=CC=C(C=C1)F)C (S)-4-(bis(4-fluorophenyl)methyl)-3-methylpiperazine-1-carboxylic acid tert-butyl ester